NC1=NC=CC(=C1Cl)OC=1N=CC(=NC1)N1CCC2(CC1)CC1=CC=CC=C1[C@H]2N (3S)-1'-{5-[(2-amino-3-chloropyridin-4-yl)oxy]pyrazin-2-yl}-1,3-dihydrospiro[inden-2,4'-piperidin]-3-amine